C1(CC1)CN1CC[C@]23CCNCC[C@]2([C@H]1CC1=CC=C(C=C13)OC)O (5aS,6R,11bS)-14-(cyclopropylmethyl)-10-methoxy-2,3,4,5,6,7-hexahydro-6,11b-(epiminoethano)naphtho[1,2-d]azepine-5a(1H)-ol